5-chloro-7-methyl-imidazo[1,2-a]pyridine ClC1=CC(=CC=2N1C=CN2)C